N1C=NC=NC2=C1C=CC=C2 [1,3,5]benzotriazepine